ClC=1C=NC(=NC1)[C@H]([C@H](C)S(=O)(=O)NC1=NN=C(N1C=1C(=NC=NC1OC)OC)[C@@H]1[C@@H](CCCC1)O)OC (1R,2S)-1-(5-chloropyrimidin-2-yl)-N-(4-(4,6-dimethoxypyrimidin-5-yl)-5-((1R,2R)-2-hydroxycyclohexyl)-4H-1,2,4-triazol-3-yl)-1-methoxypropane-2-sulfonamide